ethoxy-N-(4-((3-methyloxetan-3-yl)methoxy)pyridin-2-yl)nicotinamide C(C)OC1=C(C(=O)NC2=NC=CC(=C2)OCC2(COC2)C)C=CC=N1